(5R,6R)-6-((R)-8-Fluoro-5H-imidazo[5,1-a]isoindol-5-yl)-5,6,7,8-tetrahydrochinolin-5-ol FC1=CC=C2[C@H](N3C(C2=C1)=CN=C3)[C@@H]3[C@H](C=1C=CC=NC1CC3)O